1,2-DIHYDRO-2-OXO-4-PYRIDINECARBOXALDEHYDE O=C1NC=CC(=C1)C=O